C[C@@]12CCCC([C@H]3[C@@H]1[C@@H](C[C@@]2([C@@H]3O)C)O)(C)C The molecule is a sesquiterpenoid fungal metabolite isolated from Fusarium culmorum. It has a role as a fungal metabolite and a mycotoxin. It is a sesquiterpenoid, a diol, a carbotricyclic compound and a secondary alcohol.